tributyl-(6-(2-butyloctyl)selenobenzo[3,2-b]thiophen-2-yl)tin C(CCC)[Sn](C1=CC2=C(S1)C=C(C=C2)[Se]CC(CCCCCC)CCCC)(CCCC)CCCC